C1(=C(C=CC=C1)NC(=N)NC1=C(C=CC=C1)C)C N,N'-diortho-tolyl-Guanidine